C(C)OC(C(C(=O)OCC)C1=NC(=CC=C1[N+](=O)[O-])C)=O diethyl-2-(6-Methyl-3-nitropyridin-2-yl)malonate